1-(4-(2-((1-((3-((1S,4S)-2-Oxa-5-azabicyclo[2.2.1]heptan-5-yl)propyl)sulfonyl)piperidin-4-yl)amino)-5-(trifluoromethyl)pyrimidin-4-yl)-1H-pyrazol-1-yl)-2-methylpropan-2-ol [C@@H]12OC[C@@H](N(C1)CCCS(=O)(=O)N1CCC(CC1)NC1=NC=C(C(=N1)C=1C=NN(C1)CC(C)(O)C)C(F)(F)F)C2